C12(CC(C1)C2)NC(CN2C(C(=CC=C2)NC([C@H](CCC(C(=O)NCC)=O)NC(=O)C=2SC=NN2)=O)=O)=O (S)-N1-(1-(2-(bicyclo[1.1.1]pentan-1-ylamino)-2-oxoethyl)-2-oxo-1,2-dihydropyridin-3-yl)-N6-ethyl-5-oxo-2-(1,3,4-thiadiazole-2-carboxamido)hexanediamide